N[C@H]1CN(C[C@H]1OC)C(=O)OC(C)(C)C tert-butyl (3S,4R)-3-amino-4-methoxypyrrolidine-1-carboxylate